C(C)(C)(C)S(=O)\N=C(/C)\C1=CC=C(N=N1)N1C[C@@H](CCC1)N(C(OC(C)(C)C)=O)CC1CCC1 tert-butyl N-[(3R)-1-[6-[(E)-N-tert-butylsulfinyl-C-methyl-carbonimidoyl]pyridazin-3-yl]-3-piperidyl]-N-(cyclobutylmethyl)carbamate